(2R)-N-((R or S)-(3,3-dimethylcyclobutyl)(6-(trifluoromethyl)pyridin-3-yl)methyl)-2-methyl-3-oxopiperazine-1-carboxamide CC1(CC(C1)[C@@H](NC(=O)N1[C@@H](C(NCC1)=O)C)C=1C=NC(=CC1)C(F)(F)F)C |o1:5|